(S)-(4-amino-2-oxabicyclo[2.1.1]hexan-1-yl)(6,8-dichloro-1-methyl-3,4-dihydroisoquinolin-2(1H)-yl)methanone NC12COC(C1)(C2)C(=O)N2[C@H](C1=C(C=C(C=C1CC2)Cl)Cl)C